1-(4,5-Dimethylbenzimidazol-1-yl)-4,4-difluoro-3,3-dimethyl-isoquinoline CC1=C(C=CC=2N(C=NC21)C2=NC(C(C1=CC=CC=C21)(F)F)(C)C)C